(S)-6-(tert-butyl)-2-isopropyl-3-(3-methoxypropoxy)-10-oxo-6,10-dihydro-5H-pyrido[1,2-H][1,7]Naphthyridine-9-carboxylic acid ethyl ester C(C)OC(=O)C=1C(C=C2N([C@@H](CC=3C=C(C(=NC23)C(C)C)OCCCOC)C(C)(C)C)C1)=O